COC1=C(C2=CC=CC=C2C=C1C1=C(C=C(C=C1CC)CC)CC)C1=C(C(=CC2=CC=CC=C12)C1=C(C=C(C=C1CC)CC)CC)OC (S)-2,2'-dimethoxy-3,3'-bis(2,4,6-triethylphenyl)-1,1'-binaphthyl